C(C)OC1=C(C=C(COCC(CCCCO)F)C=C1)F 6-[(4-ethoxy-3-fluorobenzyl)oxy]-5-fluoro-1-hexanol